3-bromo-1-[(4-bromophenyl)methyl]-4-(2-hydroxyethyl)-4,5-dihydro-1H-1,2,4-triazol-5-one BrC1=NN(C(N1CCO)=O)CC1=CC=C(C=C1)Br